4-[[2-[(2-chloro-3,4,5,6-tetrafluoro-phenyl)sulfonyl-[(2-cyanophenyl)methyl]amino]acetyl]-[(3,5-dicyclopropylphenyl)methyl]amino]-3-ethoxy-benzoic acid ClC1=C(C(=C(C(=C1F)F)F)F)S(=O)(=O)N(CC(=O)N(C1=C(C=C(C(=O)O)C=C1)OCC)CC1=CC(=CC(=C1)C1CC1)C1CC1)CC1=C(C=CC=C1)C#N